ethyl (R)-2-(3-(3-(2-(4-cyclopropylphenyl)acetamido)pyrrolidin-1-yl)phenoxy)-2-methylpropanoate C1(CC1)C1=CC=C(C=C1)CC(=O)N[C@H]1CN(CC1)C=1C=C(OC(C(=O)OCC)(C)C)C=CC1